C1(CCC1)C=1C=NN2C1N=C(C=C2NC=2C=C(C#N)C=C(C2)C)N[C@@H]2CNCCC2 (S)-3-((3-cyclobutyl-5-((piperidin-3-yl)amino)pyrazolo[1,5-a]pyrimidin-7-yl)amino)-5-methylbenzonitrile